N-(1-(2-(3-((1r,3r)-3-methoxy-1-(4-methyl-4H-1,2,4-triazol-3-yl)cyclobutyl)phenyl)-3-oxo-7-(trifluoromethyl)-isoindolin-5-yl)-2,2-dimethylpropyl)-2-methylpropane-2-sulfinamide COC1CC(C1)(C1=NN=CN1C)C=1C=C(C=CC1)N1CC2=C(C=C(C=C2C1=O)C(C(C)(C)C)NS(=O)C(C)(C)C)C(F)(F)F